N-(3-Methoxyphenyl)-3-(pyridin-3-yl)-3a,4,5,6,7,7a-hexahydro-4,7-methanobenzo[d]isoxazole-7a-carboxamide COC=1C=C(C=CC1)NC(=O)C12C(C(=NO1)C=1C=NC=CC1)C1CCC2C1